(4S,5R)-5-[3-fluoro-5-(trifluoromethyl)phenyl]-N-(1H-indol-7-ylmethyl)-4-methyl-2-oxo-1,3-oxazolidine-3-carboxamide FC=1C=C(C=C(C1)C(F)(F)F)[C@@H]1[C@@H](N(C(O1)=O)C(=O)NCC=1C=CC=C2C=CNC12)C